FC(CCC(C(=O)OCC)C(C(=O)OCC)C)(F)F diethyl 2-(3,3,3-trifluoropropyl)-3-methylsuccinate